1-(2-chlorobenzyl)-2-(4-isobutylphenyl)-5-methoxy-1H-benzo[d]imidazole ClC1=C(CN2C(=NC3=C2C=CC(=C3)OC)C3=CC=C(C=C3)CC(C)C)C=CC=C1